2-chloro-N-(1-(4-(trifluoromethyl)benzyl)-1H-indazol-3-yl)thiazole-4-carboxamide ClC=1SC=C(N1)C(=O)NC1=NN(C2=CC=CC=C12)CC1=CC=C(C=C1)C(F)(F)F